2-(3-Fluorophenyl)-N-(2-hydroxy-2-methylpropyl)-3-oxo-6-[2-(trifluoromethyl)pyrimidin-5-yl]-2,3-dihydropyridazin-4-carboxamid FC=1C=C(C=CC1)N1N=C(C=C(C1=O)C(=O)NCC(C)(C)O)C=1C=NC(=NC1)C(F)(F)F